7-[3-(dimethylamino)pyrrolidin-1-yl]-2-(3-fluoro-4-methoxyphenyl)-4H-quinolizin-4-one CN(C1CN(CC1)C1=CN2C(C=C(C=C2C=C1)C1=CC(=C(C=C1)OC)F)=O)C